2-methylsulfanyl-1-methyl-benzothiazole perchlorate Cl(=O)(=O)(=O)O.CSC=1S(C2=C(N1)C=CC=C2)C